F[C@H]1CCN(C1)C(C(C)(C)O)=O (3R,4S)-4-fluoro-1-(2-hydroxy-2-methylpropanoyl)pyrrolidin